(E)-N-(2-(difluoromethoxy)-5-(4-(4-(4-oxopent-2-enoyl)piperazin-1-yl)quinazoline-6-yl)pyridin-3-yl)-2,4-difluorobenzenesulfonamide FC(OC1=NC=C(C=C1NS(=O)(=O)C1=C(C=C(C=C1)F)F)C=1C=C2C(=NC=NC2=CC1)N1CCN(CC1)C(\C=C\C(C)=O)=O)F